1-(3-chloropyridin-2-yl)-5-hydroxy-N-(4-(2-hydroxyethyl)phenyl)-1H-pyrazole-3-carboxamide ClC=1C(=NC=CC1)N1N=C(C=C1O)C(=O)NC1=CC=C(C=C1)CCO